6-[3-(5-fluoro-2-methoxy-4-methylsulfonyl-anilino)prop-1-ynyl]-1-(2,2,2-trifluoroethyl)benzimidazole-4-carboxylic acid FC=1C(=CC(=C(NCC#CC=2C=C(C3=C(N(C=N3)CC(F)(F)F)C2)C(=O)O)C1)OC)S(=O)(=O)C